C(C=C)OCC(C(C)C)ON=C(C=1C(CC(CC1O)COC(C)C)=O)C1C(C1)C 2-[(1-allyloxymethyl-2-methylpropyloxyimino)-(2-methylcyclopropyl)-methyl]-3-hydroxy-5-isopropoxymethyl-cyclohex-2-enone